(S)-3-(2',4'-difluorobiphenyl-3-yl)-3-(3-(7-hydroxy-5-oxo-1,2,3,5-tetrahydroindol-6-yl)ureido)propionic acid FC1=C(C=CC(=C1)F)C1=CC(=CC=C1)[C@H](CC(=O)O)NC(=O)NC=1C(CC=2CCNC2C1O)=O